tert-butyl ((3R,5R)-1-(3-(2-((tert-butyldiphenylsilyl)oxy)ethyl)-2-(1-(cyclopropylmethyl)-1H-indol-2-yl)-4-methoxybenzofuran-6-carbonyl)-5-fluoropiperidin-3-yl)(methyl)carbamate [Si](C1=CC=CC=C1)(C1=CC=CC=C1)(C(C)(C)C)OCCC1=C(OC2=C1C(=CC(=C2)C(=O)N2C[C@@H](C[C@H](C2)F)N(C(OC(C)(C)C)=O)C)OC)C=2N(C1=CC=CC=C1C2)CC2CC2